(S)-5,6-dichloro-1'-(2-(1-hydroxycyclobutyl)acetyl)spiro[indoline-3,3'-pyrrolidin]-2-one ClC=1C=C2C(=CC1Cl)NC([C@]21CN(CC1)C(CC1(CCC1)O)=O)=O